tin antimony cerium [Ce].[Sb].[Sn]